2,4-Diphenyl-6-(3''-(3,5,6-triphenylpyrazin-2-yl)-[1,1':3',1''-terphenyl]-3-yl)-1,3,5-triazine C1(=CC=CC=C1)C1=NC(=NC(=N1)C1=CC=CC=C1)C=1C=C(C=CC1)C1=CC(=CC=C1)C1=CC(=CC=C1)C1=NC(=C(N=C1C1=CC=CC=C1)C1=CC=CC=C1)C1=CC=CC=C1